(R)-(3-aminopiperidin-1-yl)(2-(1-(furan-3-ylmethyl)-1H-indol-2-yl)-3-methylimidazo[1,2-a]pyridin-7-yl)methanone N[C@H]1CN(CCC1)C(=O)C1=CC=2N(C=C1)C(=C(N2)C=2N(C1=CC=CC=C1C2)CC2=COC=C2)C